COP(=O)(O)O.CC1N(C=CN1C)C methyl-1-methyl-3-methylimidazole methyl-phosphate